N1C=C(C2=CC=CC=C12)C1CN(C1)[C@H]1[C@@H](CCCC1)OC=1C=C2CN(C(C2=CC1)=O)C1C(NC(CC1)=O)=O 3-(5-(((1R,2R)-2-(3-(1H-indol-3-yl)azetidin-1-yl)-cyclohexyl)oxy)-1-oxoisoindolin-2-yl)piperidine-2,6-dione